OC1(CC(C1)NC(CN1N=C(C2=C(N(C=3C=CC=CC23)COCC[Si](C)(C)C)C1=O)C(C)C)=O)C N-((1s,3s)-3-hydroxy-3-methylcyclobutyl)-2-(1-isopropyl-4-oxo-5-((2-(trimethylsilyl)ethoxy)methyl)-4,5-dihydro-3H-pyridazino[4,5-b]indol-3-yl)acetamide